BrC=1N=C(C(=NC1)Cl)OC 5-bromo-2-chloro-3-methoxy-pyrazine